(2R,S)-N-benzyl-2-(3-(dimethylamino)-2,5-dioxopyrrolidin-1-yl)propanamide lactate C(C(O)C)(=O)O.C(C1=CC=CC=C1)NC([C@@H](C)N1C([C@H](CC1=O)N(C)C)=O)=O